FC1(CCC1)CNC=1N=CC2=C(N1)NC=C2C2=CC=1N(C=C2)N=CC1C(=O)NC=1C=NC=CC1 5-(2-(((1-fluorocyclobutyl)methyl)amino)-7H-pyrrolo[2,3-d]pyrimidin-5-yl)-N-(pyridin-3-yl)pyrazolo[1,5-a]pyridine-3-carboxamide